C1(=CC=CC=C1)C(CCC)(C1=CC=CC=C1)C1=CC=CC=C1 1,1,1-triphenylbutane